BrC1=C(C=2NC=3C=C(C=CC3C2N=C1)C#N)NC(C)C 3-Bromo-4-(isopropylamino)-5H-pyrido[3,2-b]indole-7-carbonitrile